2-(2-benzylpyrazolo[1,5-a]pyrimidin-6-yl)-5-(difluoromethyl)-1,3,4-oxadiazole C(C1=CC=CC=C1)C1=NN2C(N=CC(=C2)C=2OC(=NN2)C(F)F)=C1